1,2-diaminoaniline NC1(N)C(C=CC=C1)N